5-chloro-2-((4-((dimethylamino)methyl)-2-methoxyphenyl)amino)pyrimidin ClC=1C=NC(=NC1)NC1=C(C=C(C=C1)CN(C)C)OC